4-(4-(3,8-diazabicyclo-[3.2.1]-octan-3-yl)-6-chloro-8-fluoro-2-(((3R,4R)-4-methoxy-1-methylpyrrolidin-3-yl)oxy)quinazolin-7-yl)-7-fluorobenzo[d]thiazol-2-amine C12CN(CC(CC1)N2)C2=NC(=NC1=C(C(=C(C=C21)Cl)C2=CC=C(C1=C2N=C(S1)N)F)F)O[C@@H]1CN(C[C@H]1OC)C